acetic acid α,α-dimethylphenylethyl ester CC(CC1=CC=CC=C1)(C)OC(C)=O